FC=1C=C2NC=CC2=C2CCC(N(CC(CCCC(C3=CN=C(C=4C(=CC=C(OC12)C4)F)N3)(C)C=3C=C(C=CC3)CCC(=O)N)(C)C)C)=O 3-[3-(23,29-difluoro-6,10,10,12-tetramethyl-13-oxo-25-oxa-3,12,20,31-tetrazapentacyclo[24.3.1.12,5.016,24.017,21]hentriaconta-1(30),2,4,16,18,21,23,26,28-nonaen-6-yl)phenyl]propanamide